C(CCCCCCCCCCCC=CCCCCCCCC)(=O)OCCCCCCCCCCCCCCCCCCCCCCCCCCCCCCCCC tritriacontyl docos-13-enoate